2-(but-3-en-1-yl)-7-((2S,5R)-2,5-dimethyl-4-((R)-1-(quinoxalin-6-yl)ethyl)piperazin-1-yl)-4-methyl-2,4-dihydro-5H-pyrazolo[4,3-b]pyridin-5-one C(CC=C)N1N=C2C(N(C(C=C2N2[C@H](CN([C@@H](C2)C)[C@H](C)C=2C=C3N=CC=NC3=CC2)C)=O)C)=C1